4-bromo-3-chloro-N,N-dimethylbenzenesulfonamide BrC1=C(C=C(C=C1)S(=O)(=O)N(C)C)Cl